CC(=C)C1=C(C=CC=C1)C α,2-dimethylstyrene